OC=1C2(N3C=CC=C3C(C1C(=O)N[C@H](C)C(=O)O)=O)CCCC2 (6'-hydroxy-8'-oxo-8'H-spiro[cyclopentane-1,5'-indolizine]-7'-carbonyl)-D-alanine